3-(((8R,9R,10S)-6-((4-methoxyphenyl)carbamoyl)-9-(4-(phenylethynyl)phenyl)-1,6-diazabicyclo[6.2.0]decan-10-yl)methoxy)propanoic acid COC1=CC=C(C=C1)NC(=O)N1CCCCN2[C@@H]([C@@H]([C@@H]2C1)C1=CC=C(C=C1)C#CC1=CC=CC=C1)COCCC(=O)O